O=C1N(CCC(N1)=O)C=1C=C(C=CC1)NC(CCCCCCCN1CCCCC1)=O N-(3-(2,4-dioxotetrahydropyrimidin-1(2H)-yl)phenyl)-8-(piperidin-1-yl)octanamide